5-chloro-4-(3-(2,2-dimethyl-4-(1-methyl-1H-pyrazol-4-yl)piperazin-1-yl)-5-methyl-1-(2-azaspiro[3.3]hept-6-yl)-1H-pyrazol-4-yl)-6-methyl-1H-indazole ClC=1C(=C2C=NNC2=CC1C)C=1C(=NN(C1C)C1CC2(CNC2)C1)N1C(CN(CC1)C=1C=NN(C1)C)(C)C